N[C@@H](C(C)C)C(=O)O |r| D,L-Valine